propyl-sulfonate sodium [Na+].C(CC)S(=O)(=O)[O-]